1-bromo-2'-bromo-2-oxo-biphenyl BrC1(C(C=CC=C1)=O)C1=C(C=CC=C1)Br